(2-(((2R,3S,4R,5R)-5-(4-(cyclopentylamino)-6-(2-hydroxyethoxy)-1H-pyrazolo[3,4-d]pyridin-3-yl)-3,4-dihydroxytetrahydrofuran-2-yl)methoxy)-1-hydroxypropan-2-yl)phosphonic acid C1(CCCC1)NC1=C2C(=CC(=N1)OCCO)NN=C2[C@@H]2[C@@H]([C@@H]([C@H](O2)COC(CO)(C)P(O)(O)=O)O)O